4-[5-(3,8-diazabicyclo[3.2.1]octan-3-yl)-9-fluoro-1,3-dihydrofuro[3,4-c][2,7]naphthyridin-8-yl]-5-ethynyl-6-fluoro-naphthalen-2-ol C12CN(CC(CC1)N2)C2=NC1=C(C=3C(=C(N=CC23)C2=CC(=CC3=CC=C(C(=C23)C#C)F)O)F)COC1